5-Fluoropyridine-3-amine FC=1C=C(C=NC1)N